ClC1=CC=C(CN2C3(CCN(C3)C=O)C(N(CC2=O)C2=C(C=C(C#N)C=C2)F)=O)C=C1 4-(6-(4-chlorobenzyl)-2-formyl-7,10-dioxo-2,6,9-triazaspiro[4.5]decan-9-yl)-3-fluorobenzonitrile